cerium 2,3-naphthalenedicarboxylate (S)-tert-butyl-4-((trans)-4-(4-amino-5-(3-methoxy-4-phenoxyphenyl)-7H-pyrrolo[2,3-d]pyrimidin-7-yl)cyclohexyl)-2-methylpiperazine-1-carboxylate C(C)(C)(C)OC(=O)N1[C@H](CN(CC1)[C@@H]1CC[C@H](CC1)N1C=C(C2=C1N=CN=C2N)C2=CC(=C(C=C2)OC2=CC=CC=C2)OC)C.C2=C(C(=CC1=CC=CC=C21)C(=O)[O-])C(=O)[O-].[Ce+3].C2=C(C(=CC1=CC=CC=C21)C(=O)[O-])C(=O)[O-].C2=C(C(=CC1=CC=CC=C21)C(=O)[O-])C(=O)[O-].[Ce+3]